S(=O)(=O)(O)CCCCCCP([O-])([O-])=O.[Zr+4].S(=O)(=O)(O)CCCCCCP([O-])([O-])=O zirconium sulfohexylphosphonate